C(C)(C)(C)OC(=O)N(CCCCNCCCN(C(OC(C)(C)C)=O)C)C tert-butyl N-[3-({4-[(tert-butoxycarbonyl) (methyl) amino] butyl} amino) propyl]-N-methylcarbamate